(M)-3-bromo-4-((6-fluoro-4-methylpyridin-2-yl)methoxy)-2'-(2-(2-hydroxypropan-2-yl)-5-methylpyrimidin-4-yl)-5',6-dimethyl-2H-[1,4'-bipyridin]-2-one BrC=1C(N(C(=CC1OCC1=NC(=CC(=C1)C)F)C)C1=CC(=NC=C1C)C1=NC(=NC=C1C)C(C)(C)O)=O